C(C)(C)C1=CC=2[C@@](C3=C(NC2N=C1)CC(CC3=O)(C)C)(C3=CC=CC=C3)C (5S)-3-isopropyl-5,8,8-trimethyl-5-phenyl-9,10-dihydro-7H-benzo[b][1,8]naphthyridin-6-one